CC1=CC=C(C=C1)S(=O)(=O)OCCC(CCCCC)CCC(C1C(OCCC(C1)CCCCC)=O)=O 3-(3-Oxo-3-(2-oxo-5-pentyloxepan-3-yl)propyl)octyl 4-methylbenzenesulfonate